FC1=C(C(=CC=C1)F)N1CC(C1)C1=CC(=C(CN2CCC(CC2)C(=O)OC)C(=C1)C)C methyl 1-(4-(1-(2,6-difluorophenyl)azetidin-3-yl)-2,6-dimethylbenzyl)piperidine-4-carboxylate